CN(NCCO)C N-dimethylaminoethanolamine